FC1=C(C=CC=C1)[C@@H](C)N (R)-1-(o-fluorophenyl)ethylamine